5-[(3R)-5',6'-Dihydrospiro[pyrrolidine-3,4'-pyrrolo[1,2-b]pyrazol]-2'-yl]-3-(trifluoromethyl)pyridin-2-amine N=1N2C(=CC1C=1C=C(C(=NC1)N)C(F)(F)F)[C@]1(CC2)CNCC1